FC1=CC=C(C=C1)[C@@H]1N(CCC2=CC=CC=C12)C(=O)[C@@H]1OC[C@@](C1)(CNCCO)O ((S)-1-(4-fluorophenyl)-3,4-dihydroisoquinolin-2(1H)-yl)((2R,4R)-4-hydroxy-4-(((2-hydroxyethyl)amino)methyl)tetrahydrofuran-2-yl)methanone